C(CC)N(C(=S)OCC)CCC dipropyl-thiourethane